C(C)(C)(C)OC(=O)NC=1C(=NC(=C(C1)C(F)(F)F)O[C@H](C)CC=C)C(=O)O (R)-3-((tert-Butoxycarbonyl)amino)-6-(pent-4-en-2-yloxy)-5-(trifluoromethyl)picolinic acid